N1=CC(=C2OCCCN21)C2=CN1C(S2)=C(C=N1)C(=O)N 2-(6,7-dihydro-5H-pyrazolo[5,1-b][1,3]Oxazin-3-yl)pyrazolo[5,1-b]Thiazole-7-carboxamide